FC(OC1=CC=C2C=CNC2=C1)F 6-(difluoromethoxy)-1H-indole